C(=O)O.COC1=NC=C(C(=C1)C(C(=O)N1C[C@H](CC1)NC1=NC(=C(C=C1)C1=NC=CC=N1)C)C)C 2-(2-methoxy-5-methylpyridin-4-yl)-1-[(3S)-3-{[6-methyl-5-(pyrimidin-2-yl)pyridin-2-yl]amino}pyrrolidin-1-yl]propan-1-one, formate salt